5-(6-((4-((4-((3,4-dichloro-2-fluorophenyl)amino)-7-methoxyquinazolin-6-yl)oxy)cyclohexyl)methyl)-3,6-diazabicyclo[3.1.1]heptan-3-yl)-2-(2,6-dioxopiperidin-3-yl)isoindoline-1,3-dione ClC=1C(=C(C=CC1Cl)NC1=NC=NC2=CC(=C(C=C12)OC1CCC(CC1)CN1C2CN(CC1C2)C=2C=C1C(N(C(C1=CC2)=O)C2C(NC(CC2)=O)=O)=O)OC)F